ethyl (S)-3-((S)-cyclohex-3-en-1-yl)-2-((4-(trifluoromethoxy)phenyl)sulfonamido)propanoate [C@H]1(CC=CCC1)C[C@@H](C(=O)OCC)NS(=O)(=O)C1=CC=C(C=C1)OC(F)(F)F